CC1=CN=C(S1)NC(C1=C(C=CC=C1)[N+](=O)[O-])=O N-(5-methylthiazol-2-yl)-2-nitrobenzamide